C(C)(C)[Si](C(C)C)(C(C)C)C#CC1=C2N=C3C=CC=CC3=NC2=C(C2=NC3=CC=CC=C3N=C12)C#C[Si](C(C)C)(C(C)C)C(C)C 6,13-bis-(triisopropylsilylethynyl)-5,7,12,14-tetraazapentacene